3,5-bis(2-maleimidophenoxy)-benzotrifluoride C1(C=CC(N1C1=C(OC=2C=C(C=C(C2)OC2=C(C=CC=C2)N2C(C=CC2=O)=O)C(F)(F)F)C=CC=C1)=O)=O